Cl.O1CCN(CC1)C1=NC=CC=C1B(O)O 2-MORPHOLINOPYRIDINE-3-BORONIC ACID-HCL